C(C)(C)OC1=C(C=CC=C1)C=1C=NC=2CCN(CC2C1)C=1C(=C(C=2N(N1)C(C=C(N2)C)=O)C)C 7-(3-(2-isopropoxyphenyl)-7,8-dihydro-1,6-naphthyridin-6(5H)-yl)-2,8,9-trimethyl-4H-pyrimido[1,2-b]pyridazin-4-one